CC(COC(=O)C1=C(NC(=C1C)C=O)C)(C)C 5-formyl-2,4-dimethyl-1H-pyrrole-3-carboxylic acid 2,2-dimethylpropyl ester